8-(benzyloxy)-6-cyano-3,4-dihydroisoquinoline-2(1H)-carboxylic acid tert-butyl ester C(C)(C)(C)OC(=O)N1CC2=C(C=C(C=C2CC1)C#N)OCC1=CC=CC=C1